C(C)OC(=O)C=1C(NC2=NC(=C(C=C2C1O)F)C1=C(C=CC=C1OC)F)=O 6-fluoro-7-(2-fluoro-6-methoxyphenyl)-4-hydroxy-2-oxo-1,2-dihydro-1,8-naphthyridine-3-carboxylic acid ethyl ester